2-bromomethoxy-ethane BrCOCC